C(C=C)O[C@H]1[C@@H](C2=CC=CC=C2C1)N=C(C1=CC=CC=C1)C1=CC=CC=C1 N-((1R,2R)-2-(allyloxy)-2,3-dihydro-1H-inden-1-yl)-1,1-diphenylmethanimine